NC=1C=2N(C=CN1)C(=NC2C=2C=CC(=NC2)NC(=O)NC2=CC(=NN2C2=CC=CC=C2)C(C)(C)C)C2CC2 1-(5-(8-amino-3-cyclopropylimidazo[1,5-a]pyrazin-1-yl)pyridin-2-yl)-3-(3-(tert-butyl)-1-phenyl-1H-pyrazol-5-yl)urea